ethyl 2-(4-(tert-butoxycarbonyl) piperazin-1-yl)-4-isobutoxypyrimidine-5-carboxylate C(C)(C)(C)OC(=O)N1CCN(CC1)C1=NC=C(C(=N1)OCC(C)C)C(=O)OCC